(S)-2-((3-((tert-butoxycarbonyl)amino)-5-methyl-4-oxo-2,3,4,5-tetrahydrobenzo[b][1,4]oxazepin-7-yl)oxy)ethyl 4-hydroxy-4-methylpiperidine-1-carboxylate OC1(CCN(CC1)C(=O)OCCOC1=CC2=C(OC[C@@H](C(N2C)=O)NC(=O)OC(C)(C)C)C=C1)C